3-(5-(((1R,2S)-2-(3-(1H-indazol-4-yl)azetidin-1-yl)cyclohexyl)oxy)-1-oxoisoindolin-2-yl)piperidine-2,6-dione N1N=CC2=C(C=CC=C12)C1CN(C1)[C@@H]1[C@@H](CCCC1)OC=1C=C2CN(C(C2=CC1)=O)C1C(NC(CC1)=O)=O